1-(6-bromo-2-methoxyquinolin-3-yl)-1-(2,3-dimethoxypyridin-4-yl)-4-(dimethylamino)-2-(2-ethoxy-6-methoxypyridin-4-yl)butan-2-ol BrC=1C=C2C=C(C(=NC2=CC1)OC)C(C(CCN(C)C)(O)C1=CC(=NC(=C1)OC)OCC)C1=C(C(=NC=C1)OC)OC